ditetradecylammonium tetrakis(pentafluorophenyl)borate FC1=C(C(=C(C(=C1[B-](C1=C(C(=C(C(=C1F)F)F)F)F)(C1=C(C(=C(C(=C1F)F)F)F)F)C1=C(C(=C(C(=C1F)F)F)F)F)F)F)F)F.C(CCCCCCCCCCCCC)[NH2+]CCCCCCCCCCCCCC